(6-carbamoyl-1-methyl-1H-indol-4-yl)-2-chloropyrimidine-5-carboxylic acid isopropyl ester C(C)(C)OC(=O)C=1C(=NC(=NC1)Cl)C1=C2C=CN(C2=CC(=C1)C(N)=O)C